2,2,4,4-tetramethyl-1,3-cyclobutandiol CC1(C(C(C1O)(C)C)O)C